C(N)(=O)C=1N=NC(=CC1NC1=CC=C(C(=O)OC(C)(C)C)C=C1)C1=C(C=CC=C1F)Cl tert-Butyl 4-((3-carbamoyl-6-(2-chloro-6-fluorophenyl)pyridazin-4-yl)amino)benzoate